ClC1=C(C(=O)NC2=CC=C(C=C2)CC)C=C(C(=C1)F)N1C(N(C(N(C1=O)C)=S)C)=O 2-chloro-5-(3,5-dimethyl-2,6-dioxo-4-thioxo-1,3,5-triazin-1-yl)-N-(4-ethylphenyl)-4-fluorobenzamide